CC(=CC#N)CCC=C(CC)C 3,7-dimethyl-2,6-nondienenitrile